N-(5-(2,2-difluorocyclopropanecarbonyl)-2-azaspiro[3.5]non-7-yl)-[1,2,4]triazol FC1(C(C1)C(=O)C1C2(CNC2)CCC(C1)N1N=CN=C1)F